C(C1=CC=CC=C1)OC(=O)N1C[C@H](C[C@@H](C1)F)NC1=NC=CC(=N1)C=1C(=NC=NC1)OC1=C(C=CC2=C(C(=CC=C12)F)N)C (3S,5S)-3-((4'-((5-amino-6-fluoro-2-methylnaphthalen-1-yl)oxy)-[4,5'-bipyrimidin]-2-yl)amino)-5-fluoropiperidine-1-carboxylic acid benzyl ester